N-[3-(R or S)-[cyclopropyl(5,6,7,8,9,10-hexahydro-(R or S)-10-benzyl-4-hydroxy-2-oxo-2H-cycloocta[b]pyran-3-yl)methyl]phenyl]-1-methyl-1H-imidazole-4-sulfonamide C1(CC1)[C@H](C=1C=C(C=CC1)NS(=O)(=O)C=1N=CN(C1)C)C1=C(C2=C(OC1=O)[C@H](CCCCC2)CC2=CC=CC=C2)O |o1:3,27|